(3-chloro-4-methylphenyl)-1,2-oxazole ClC=1C=C(C=CC1C)C1=NOC=C1